C(C)C(CCCCC)OP(OC(CCCCC)CC)(OC(CCCCC)CC)=O phosphoric acid tri(ethylhexyl) ester